5-(4-((3-bromo-2-(3-ethylureido)pyridin-4-yl)methyl)piperazin-1-yl)-N-methylpicolinamide BrC=1C(=NC=CC1CN1CCN(CC1)C=1C=CC(=NC1)C(=O)NC)NC(=O)NCC